Cl.OCCC1(CC=C(C(=O)O)C=C1)F 4-2-hydroxyethyl-4-fluorobenzoate hydrochloride